6-[5-[2-[[1,4-dimethyl-3-(3-methylsulfonylpropoxy)-6,7-dihydro-5H-cyclopenta[c]pyridin-6-yl]methylamino]ethyl]-2-oxo-1,3-oxazolidin-3-yl]-4H-pyrido[3,2-b][1,4]oxazin-3-one CC1=NC(=C(C2=C1CC(C2)CNCCC2CN(C(O2)=O)C=2C=CC=1OCC(NC1N2)=O)C)OCCCS(=O)(=O)C